3-(4-((4-cyclopentylpiperazinyl)methyl)phenyl)-1H-1,2,4-triazole-3,5-diamine C1(CCCC1)N1CCN(CC1)CC1=CC=C(C=C1)C1(NNC(=N1)N)N